COC(=O)C(CC(=O)OC)NCCC[Si](OC)(C)C N-[1,2-bis(methoxycarbonyl)]ethyl-3-aminopropyldimethylmethoxysilane